N-(2-Cyano-3'-methoxybiphenyl-3-yl)-5-{[(2-hydroxyethyl)amino]methyl}-1-methyl-2-oxo-1,2-dihydropyridin-3-carboxamid C(#N)C1=C(C=CC=C1NC(=O)C=1C(N(C=C(C1)CNCCO)C)=O)C1=CC(=CC=C1)OC